2-(dimethylamino)ethoxyl-4-oxo-chromene-2-carboxamide CN(CCOC1=C(OC2=CC=CC=C2C1=O)C(=O)N)C